(R)-((3-(docosyloxy)-2-((4-methoxybenzyl)oxy)propoxy)methanetriyl)tribenzene C(CCCCCCCCCCCCCCCCCCCCC)OC[C@H](COC(C1=CC=CC=C1)(C1=CC=CC=C1)C1=CC=CC=C1)OCC1=CC=C(C=C1)OC